COC=1N=C2C=CC(=NC2=CC1)C1=CN=CC=2C(CCCC12)NC(CC)=O N-(4-(6-methoxy-1,5-naphthyridin-2-yl)-5,6,7,8-tetrahydroisoquinolin-8-yl)propanamide